N1(CCC2=CC=CC=C12)S(=O)(=O)C1=C2C=CNC(C2=CC=C1)=O 5-(Indolin-1-ylsulfonyl)isoquinolin-1(2H)-one